2-(3-(4-amino-7-(cis-3-(azetidin-1-ylmethyl)cyclobutyl)-7H-pyrrolo[2,3-d]pyrimidin-5-yl)phenoxy)ethanesulfonamide NC=1C2=C(N=CN1)N(C=C2C=2C=C(OCCS(=O)(=O)N)C=CC2)[C@@H]2C[C@@H](C2)CN2CCC2